C(C1=CC=CC=C1)OC1=C(C(=O)C2=C(C(N([C@@H]2C2=CC=C(C=C2)C(F)(F)F)C2CCOCC2)=O)O)C=C(C=C1)F |r| rac-4-(2-(benzyloxy)-5-fluorobenzoyl)-3-hydroxy-1-(tetrahydro-2H-pyran-4-yl)-5-(4-(trifluoromethyl)phenyl)-1,5-dihydro-2H-pyrrol-2-one